2-hydroxyethyl [2-(2-hydroxyethoxy)ethyl] terephthalate C(C1=CC=C(C(=O)OCCOCCO)C=C1)(=O)OCCO